1,4-dimethyldibenzothiophene CC1=CC=C(C=2SC3=C(C21)C=CC=C3)C